(4-cyclopropylphenyl)-N-(2-(dimethylamino)ethyl)-5-phenylAzole-4-carboxamide C1(CC1)C1=CC=C(C=C1)C=1NC(=C(C1)C(=O)NCCN(C)C)C1=CC=CC=C1